5-(4,6-dimorpholin-4-yl-1,3,5-triazin-2-yl)-4-(trifluoromethyl)pyridin-2-amine N1(CCOCC1)C1=NC(=NC(=N1)N1CCOCC1)C=1C(=CC(=NC1)N)C(F)(F)F